FC=1C2=C(C=NC1C1(CC1)C)N=C(N2)C2=CC(=CN2)C(=O)C=2C(=NC=CC2)C(F)(F)F (5-(7-fluoro-6-(1-methylcyclopropyl)-1H-imidazo[4,5-c]pyridin-2-yl)-1H-pyrrol-3-yl)(2-(trifluoromethyl)pyridin-3-yl)methanone